FC1=CC=C(CN2CCC(CC2)N)C=C1 1-(4-fluorobenzyl)piperidin-4-amine